ClC1=C(C(C(=O)Cl)=CC(=C1)Cl)C(=O)Cl 3,5-dichlorophthaloyl dichloride